F[C@@H]1CC[C@@]2(CCC[C@H]1N2)C (1S,3S,4R,5R)-4-fluoro-1-methyl-9-azabicyclo[3.3.1]nonan